1-{[(4-nitrophenyl)methyl]sulfanyl}ethan-1-one [N+](=O)([O-])C1=CC=C(C=C1)CSC(C)=O